C1(CCCCC1)C[C@@H](C(=O)N[C@H](C(=O)N(C)OC)CCC(=O)N(CCC1=CC=CC=C1)C)NC(OCC1=CC(=CC=C1)Cl)=O 3-chlorobenzyl ((S)-3-cyclohexyl-1-(((S)-1-(methoxy(methyl)amino)-5-(methyl (phenethyl)amino)-1,5-dioxopentan-2-yl)amino)-1-oxopropan-2-yl)carbamate